COC1=CC=C(C=C1)C(=O)N1CCNCC1 (4-methoxyphenyl)(piperazin-1-yl)methanone